(rac)-((1R,2S,4S)-2-((tert-butyldiphenylsilyl)methyl)-2-cyclohexylbicyclo[2.1.1]hexan-1-yl)(naphthalen-2-yl)methanone [Si](C1=CC=CC=C1)(C1=CC=CC=C1)(C(C)(C)C)C[C@]1(C2(CC(C1)C2)C(=O)C2=CC1=CC=CC=C1C=C2)C2CCCCC2 |r|